S(=O)(=O)(OCC(C)C)ON1[C@@H]2CCC(N(C1=O)C2)=O 2-methylpropyl ((2S,5R)-2-oxo-7-oxo-1,6-diazabicyclo[3.2.1]oct-6-yl) sulfate